(S)-2-(4-bromo-2-ethynylphenoxy)propionic acid BrC1=CC(=C(O[C@H](C(=O)O)C)C=C1)C#C